NC1=NC=C(C=C1O[C@@H](C)C=1C=C(C=CC1)NC(C1=CC(=CC=C1)C#N)=O)Cl (S)-N-(3-(1-((2-amino-5-chloropyridin-3-yl)oxy)ethyl)-phenyl)-3-cyanobenzamide